CN(C(=O)[C@H]1NCC1(C)C)C (S)-N,N,3,3-tetramethylazetidine-2-carboxamide